C(C1=CC=CC=C1)OCC(COC1=C(C=CC(=N1)C(=O)O)Br)(C)C 6-(3-(Benzyloxy)-2,2-dimethylpropoxy)-5-bromopicolinic acid